O=C1NC(CCC1N1C(C2=CC=CC(=C2C1=O)NC1CCC(CC1)OCCCN(C(OC(C)(C)C)=O)C)=O)=O tert-butyl N-[3-[4-[[2-(2,6-dioxo-3-piperidyl)-1,3-dioxo-isoindolin-4-yl]amino]cyclohexoxy]propyl]-N-methyl-carbamate